ClC=1C=CC(=NC1C1=C(C=CC=C1OC)F)NC1=NC=C(C(=C1)N1C[C@H](CCC1)O)C=1C=NN(C1)C1CCOCC1 (3S)-1-(2-((5-chloro-6-(2-fluoro-6-methoxyphenyl)pyridin-2-yl)amino)-5-(1-(tetrahydro-2H-pyran-4-yl)-1H-pyrazol-4-yl)pyridin-4-yl)piperidin-3-ol